[Cl-].[Cl-].C[SiH](C)[Zr+2](C1C(=CC2=CC=CC=C12)C)C1C(=CC2=CC=CC=C12)C rac-dimethylsilyl-bis(2-methylindenyl)zirconium dichloride